2-Amino-2-(1-(difluoromethyl)cyclopropyl)ethan-1-ol Ethyl-(E)-4-[4-(3-chloro-10,11-dihydro-5H-dibenzo[b,f]azepin-5-yl)butylamino]but-2-enoate C(C)/C(/C(=O)OCC(C1(CC1)C(F)F)N)=C\CNCCCCN1C2=C(CCC3=C1C=CC=C3)C=CC(=C2)Cl